6-(4-isopropylphenyl)-2-azaspiro[3.4]Octane trifluoroacetate FC(C(=O)O)(F)F.C(C)(C)C1=CC=C(C=C1)C1CC2(CNC2)CC1